2-di-t-butylphosphino-2',4',6'-triisopropylbiphenyl C(C)(C)(C)P(C1=C(C=CC=C1)C1=C(C=C(C=C1C(C)C)C(C)C)C(C)C)C(C)(C)C